5-[1-[3-bromo-1-(fluoromethyl)-5-[1,2,2,2-tetrafluoro-1-(trifluoromethyl)ethyl]pyrrol-2-yl]pyrazol-4-yl]-2-chloro-N-(1-cyanocyclopropyl)benzamide BrC1=C(N(C(=C1)C(C(F)(F)F)(C(F)(F)F)F)CF)N1N=CC(=C1)C=1C=CC(=C(C(=O)NC2(CC2)C#N)C1)Cl